N1C=CC=2C1=NC=CC2N2CCSC(=C2)C(=O)OCC ethyl 4-(1H-pyrrolo[2,3-b]pyridin-4-yl)-3,4-dihydro-2H-1,4-thiazine-6-carboxylate